NC1=NC=2C=C(C=CC2C2=C1N=C(N2)C2CCN(CC2)C(=O)OC(C)(C)C)C2=NNC=C2 tert-butyl 4-(4-amino-7-(1H-pyrazol-3-yl)-1H-imidazo[4,5-c]quinolin-2-yl)piperidine-1-carboxylate